The molecule is dianion of 2-deoxy-D-glucose 6-phosphate arising from deprotonation of both phosphate OH groups. It derives from a D-glucose. It is a conjugate base of a 2-deoxy-D-glucose 6-phosphate. C(C=O)[C@H]([C@@H]([C@@H](COP(=O)([O-])[O-])O)O)O